SCC 2-Mercaptoethan